N-(2-chlorophenyl)-4-methoxy-2-((3-methyl-4-(1-methylpiperidin-4-yl)phenyl)amino)pyrimidine-5-carboxamide ClC1=C(C=CC=C1)NC(=O)C=1C(=NC(=NC1)NC1=CC(=C(C=C1)C1CCN(CC1)C)C)OC